1-(6-(4-((2',4'-difluoro-4-methoxy-[1,1'-biphenyl]-3-yl)amino)-7-methoxyquinazoline-6-yl)-2,6-diazaspiro[3.3]heptan-2-yl)prop-2-en-1-one FC1=C(C=CC(=C1)F)C1=CC(=C(C=C1)OC)NC1=NC=NC2=CC(=C(C=C12)N1CC2(CN(C2)C(C=C)=O)C1)OC